COC(COC1=C(C=CC(=C1)F)[N+](=O)[O-])=O 5-Fluoro-2-nitrophenoxyacetic acid methyl ester